CC=1C=C(COC2=CC=C(C3=C2OCO3)CN[C@H](C(=O)N)C)C=CC1 (S)-2-{[7-(3-methylbenzyloxy)benzo[d][1,3]dioxol-4-yl]methylamino}propanamide